3,6-Dibromophenanthrone BrC=1C=CC=2CC(C3=CC=C(C=C3C2C1)Br)=O